(S)-3-(1-oxo-5-(4-(piperidine-4-carbonyl)piperazin-1-yl)isoindolin-2-yl)piperidine-2,6-dione O=C1N(CC2=CC(=CC=C12)N1CCN(CC1)C(=O)C1CCNCC1)[C@@H]1C(NC(CC1)=O)=O